undecylmalonic acid C(CCCCCCCCCC)C(C(=O)O)C(=O)O